(R)-6-(3-aminopiperidin-1-yl)-3-(4-fluorobenzyl)-1-(3-(5-methyl-1H-imidazol-1-yl)propyl)pyrimidine-2,4(1H,3H)-dione N[C@H]1CN(CCC1)C1=CC(N(C(N1CCCN1C=NC=C1C)=O)CC1=CC=C(C=C1)F)=O